ON1C(=NC(=C1)C)C1=CC=CC=C1 1-hydroxy-4-methyl-2-phenyl-1H-imidazole